C(C(=C)C)(=O)N[C@@H](CC(N)=O)C(=O)O Methacryloylasparagin